BrC1=CC(=C(O[C@H](C(=O)O)C)C=C1F)C1=CC=NO1 (2S)-2-[4-bromo-5-fluoro-2-(1,2-oxazol-5-yl)phenoxy]propionic acid